FC1C(N(C2=CC=CC=C2C1)C)=O fluoro-1-methyl-3,4-dihydro-1H-quinolin-2-one